N[C@H](CC1=C(C2=NC(=CC(=C2S1)NCC=1OC=CC1)C#N)Br)C 2-[(2S)-2-aminopropyl]-3-bromo-7-{[(furan-2-yl)methyl]amino}thieno[3,2-b]pyridine-5-carbonitrile